ethyl 5-(4,4-difluoroazepan-1-yl)-3-methyl-2-(trifluoromethyl)isonicotinate FC1(CCN(CCC1)C1=CN=C(C(=C1C(=O)OCC)C)C(F)(F)F)F